N-[(5-Chlorothiophen-2-yl)methyl]-3-(piperidin-4-yl)-1-(thiophen-3-carbonyl)-1H-pyrazol-5-amin hydrochlorid Cl.ClC1=CC=C(S1)CNC1=CC(=NN1C(=O)C1=CSC=C1)C1CCNCC1